5-bromo-4-iodoisobenzofuran-1(3H)-one BrC=1C(=C2COC(C2=CC1)=O)I